4,4'-bis(triethoxysilyl)biphenyl tert-butyl-(R)-((3-(2-(4,4-difluoroazepan-1-yl)-4-methyl-5-phenylnicotinamido)phenyl)(methyl)(oxo)-λ6-sulfaneylidene)carbamate C(C)(C)(C)OC(N=[S@@](=O)(C)C1=CC(=CC=C1)NC(C1=C(N=CC(=C1C)C1=CC=CC=C1)N1CCC(CCC1)(F)F)=O)=O.C(C)O[Si](C1=CC=C(C=C1)C1=CC=C(C=C1)[Si](OCC)(OCC)OCC)(OCC)OCC